(1s,4s)-4-(trifluoromethyl)-cyclohexan-1-amine FC(C1CCC(CC1)N)(F)F